tert-butyl 3-(8-fluoro-2-((hexahydro-1H-pyrrolizin-7a-yl)methoxy)-7-(2-propylphenyl)pyrido[4,3-d]pyrimidin-4-yl)-3,8-diazabicyclo[3.2.1]octane-8-carboxylate FC1=C(N=CC2=C1N=C(N=C2N2CC1CCC(C2)N1C(=O)OC(C)(C)C)OCC12CCCN2CCC1)C1=C(C=CC=C1)CCC